7-epoxynonenal C1(C(CCCCC=CC)O1)=O